OCCS(=O)(=O)O.CN(CCC)C dimethyl-propylamine 2-hydroxyethanesulfonate salt